ClC=1C=CC2=C(N(CC(O2)C(=O)NC23CC(C2)(C3)NC(COC3=CC(=C(C=C3)Cl)F)=O)C(CCOC)=O)C1 6-chloro-N-{3-[2-(4-chloro-3-fluorophenoxy)acetamido]bicyclo[1.1.1]pent-1-yl}-4-(3-methoxypropionyl)-3,4-dihydro-2H-1,4-benzoxazine-2-carboxamide